2-tert-butyl-6-methoxy-7-methyl-5-nitrobenzo[d]Oxazole C(C)(C)(C)C=1OC2=C(N1)C=C(C(=C2C)OC)[N+](=O)[O-]